N[C@@H]1[C@@H]2CC[C@H](C1)N2C(=O)C=2C=C(C(=CC2)C2=C(C=C(C=C2)CC(=O)N(C)C)F)C2=CC(=C(C=C2)C#N)F |o1:1,2,5| 2-(4'-((1S,2S,4R)-rel-2-amino-7-azabicyclo[2.2.1]heptane-7-carbonyl)-4''-cyano-2,3''-difluoro-[1,1':2',1''-terphenyl]-4-yl)-N,N-dimethylacetamide